tert-butyl 4-(6-(1-methyl-1H-pyrazole-4-carboxamido)pyridin-3-yl)piperazine-1-carboxylate CN1N=CC(=C1)C(=O)NC1=CC=C(C=N1)N1CCN(CC1)C(=O)OC(C)(C)C